C1(=CC=C2C=CC3=CC=CC4=CC=C1C2=C34)C3=CC=C(C=C3)C(C#N)=C (4-(1-pyrenyl)phenyl)acrylonitrile